BrCC=1N(C(C=2N(C1)C(=NC2)C2CCOCC2)=O)CC2=CC=C(C=C2)OC 6-(bromomethyl)-7-(4-methoxybenzyl)-3-(tetrahydro-2H-pyran-4-yl)imidazo[1,5-a]pyrazin-8(7H)-one